ClC1=CC(=NC(=N1)N1CCOCC1)NC1=CC=C(C=C1)Cl 6-chloro-N-(4-chlorophenyl)-2-morpholinopyrimidin-4-amine